ethylene-Imine C1C[NH2+]1